C(C)(C)N1OC([C@@H]2[C@@H]1[C@H](C[C@@](C2)(C)C2=C(C#N)C=CC(=C2)C)C)(C)C ((3aS,5R,7S,7aS)-1-isopropyl-3,3,5,7-tetramethyloctahydrobenzo[c]Isoxazol-5-yl)-4-methylbenzonitrile